N-(3-chloro-4-((5-(4-(2-oxopyrrolidin-1-yl)phenyl)-1H-pyrazol-3-yl)amino)phenyl)acetamid ClC=1C=C(C=CC1NC1=NNC(=C1)C1=CC=C(C=C1)N1C(CCC1)=O)NC(C)=O